N-ethyl-N-(4-methoxyphenyl)-9-phenyl-9H-carbazole-3-amine C(C)N(C=1C=CC=2N(C3=CC=CC=C3C2C1)C1=CC=CC=C1)C1=CC=C(C=C1)OC